laurylarginine ethyl ester laurate C(CCCCCCCCCCC)(=O)O.C(C)OC([C@@H](NCCCCCCCCCCCC)CCCNC(N)=N)=O